2-(3-chlorophenyl)-2-methyl-1-phenylpropyl ((S)-1-(((S)-4-(cyclopropylamino)-3,4-dioxo-1-((S)-2-oxopyrrolidin-3-yl)butan-2-yl)amino)-4-methyl-1-oxopentan-2-yl)carbamate C1(CC1)NC(C([C@H](C[C@H]1C(NCC1)=O)NC([C@H](CC(C)C)NC(OC(C(C)(C)C1=CC(=CC=C1)Cl)C1=CC=CC=C1)=O)=O)=O)=O